C(C)(C)(C)OC(=O)N1CC(C1)NC=1C(=CN(C(C1)=O)C1CCOCC1)C(=O)O 4-((1-(tert-butoxycarbonyl)azetidin-3-yl)amino)-6-oxo-1-(tetrahydro-2H-pyran-4-yl)-1,6-dihydropyridine-3-carboxylic acid